C(C1=CC=CC=C1)OC1=CC=C(NC(=O)C=2C=C(N(C2C)C)C2=C(C(=O)O)C=CC(=C2)C#N)C=C1 2-(4-[4-(Benzyloxy)anilino]carbonyl-1,5-dimethyl-1H-pyrrol-2-yl)-4-cyanobenzoic acid